CS(=O)(=O)OCCN1CCC2C1CN(C2)C(=O)OC(C)(C)C tert-Butyl 1-[2-(methanesulfonyloxy)ethyl]-octahydropyrrolo[2,3-c]pyrrole-5-carboxylate